O=C1N(C2=CC(=CC=C2C(=N1)NCCCS(=O)(=O)N)C(F)(F)F)C1=C(C=CC=C1)C 3-((2-oxo-1-(o-tolyl)-7-(trifluoro-methyl)-1,2-dihydroquinazolin-4-yl)-amino)propane-1-sulfonamide